C(CCCCCCCCCCCCCC=CCCCCCCCC)(=O)O 15-Tetracosenoic Acid